tert-butyl (S)-((1-(5-chloro-2-ethoxybenzyl)piperidin-3-yl)methyl)carbamate ClC=1C=CC(=C(CN2C[C@@H](CCC2)CNC(OC(C)(C)C)=O)C1)OCC